4-(5-fluoro-3-pyridinyl)-N-[2-(1H-indol-3-yl)ethyl]-6-isopropoxy-pyrimidin-2-amine FC=1C=C(C=NC1)C1=NC(=NC(=C1)OC(C)C)NCCC1=CNC2=CC=CC=C12